FC1C(C(C(C(=O)C2(O)[C@@H](O)[C@@H](O)[C@@H](O2)CO)=CC1=O)=O)=O 4-fluoro-2,3,5-trioxobenzoyl-L-ribofuranose